O=C1NC(CCC1N1C(C2=CC=C(C=C2C1=O)NCCC[C@@H]1C[C@H](C1)N1N=CC(=C1)C1=NC2=CC=C(C=C2N=C1)C1CCN(CC1)C)=O)=O 2-(2,6-dioxopiperidin-3-yl)-5-((3-(trans-3-(4-(6-(1-methylpiperidin-4-yl)quinoxalin-2-yl)-1H-pyrazol-1-yl)cyclobutyl)propyl)amino)isoindoline-1,3-dione